N1=CC=C(C=C1)C1CCN(CC1)CC1=NC2=C(N1)C=CC=C2 2-[[4-(4-pyridinyl)piperidin-1-yl]methyl]-1H-benzimidazole